6-[4-[5-(4-chlorophenyl)-1H-pyrazol-3-yl]piperidine-1-carbonyl]-4H-1,4-benzoxazin-3-one ClC1=CC=C(C=C1)C1=CC(=NN1)C1CCN(CC1)C(=O)C=1C=CC2=C(NC(CO2)=O)C1